CC1=C(C(=CC2=C1N=C(S2)C2CCC(CC2)COCC2=CC=CC=C2)Br)C(=O)O.OCC(N(C)CO)(C(=O)O)CO tri(hydroxymethyl)methyl-glycine methyl-2-[4-(benzyloxymethyl)cyclohexyl]-6-bromo-1,3-benzothiazole-5-carboxylate